C(C)(C)NC=1SC=C(C1C(=O)N)C (isopropylamino)-4-methylthiophene-3-carboxamide